4-(6-methoxy-5-nitro-indazol-2-yl)-1-methyl-cyclohexanol COC=1C(=CC2=CN(N=C2C1)C1CCC(CC1)(O)C)[N+](=O)[O-]